The molecule is an N-hydroxyamino acid that is derived from L-isoleucine. It is a hydroxy-L-isoleucine, a member of hydroxylamines and a N-hydroxy-alpha-amino-acid. It is a conjugate acid of a N-hydroxy-L-isoleucinate. CC[C@H](C)[C@@H](C(=O)O)NO